iodo-thian IC1SCCCC1